5-Methyl-9-(2-methyl-pyridin-3-yl)-5,6-dihydro-5,7,10,10b-tetraaza-benzo[e]azulen-4-one, dihydrochloride Cl.Cl.CN1CC2=C(N3C=CC=C3C1=O)N=C(C=N2)C=2C(=NC=CC2)C